di(isopropyl) ether C(C)(C)OC(C)C